5-(2-((3-(trifluoromethyl)phenyl)amino)pyrimidin-4-yl)-1,3-bis((2-(trimethylsilyl)ethoxy)methyl)-1H-benzo[d]imidazol-2(3H)-one FC(C=1C=C(C=CC1)NC1=NC=CC(=N1)C1=CC2=C(N(C(N2COCC[Si](C)(C)C)=O)COCC[Si](C)(C)C)C=C1)(F)F